4-((2-hydroxypropoxy)-2-propoxy)-butanesulfonic acid sodium [Na].OC(COCC(C)OCCCCS(=O)(=O)O)C